2-amino-4-(((R)-pentan-2-yl)amino)-6-(4-((S)-1-(propylamino)ethyl)benzyl)pyrimido[4,5-d]pyridazine-5(6H)-one NC=1N=C(C2=C(C=NN(C2=O)CC2=CC=C(C=C2)[C@H](C)NCCC)N1)N[C@H](C)CCC